3-benzoyl-1-((2R,3R,4S,5R)-5-((bis(4-methoxyphenyl)(phenyl)methoxy)methyl)-4-((tert-butyldimethylsilyl)oxy)-3-(2-methoxyethyl)tetrahydrofuran-2-yl)pyrimidine-2,4(1H,3H)-dione C(C1=CC=CC=C1)(=O)N1C(N(C=CC1=O)[C@@H]1O[C@@H]([C@H]([C@H]1CCOC)O[Si](C)(C)C(C)(C)C)COC(C1=CC=CC=C1)(C1=CC=C(C=C1)OC)C1=CC=C(C=C1)OC)=O